(2R,3R,4R,5R)-5-(4-benzamido-2-oxopyrimidin-1(2H)-yl)-4-((tert-butyldimethylsilyl)oxy)-2-(((tert-butyldimethylsilyl)oxy)methyl)tetrahydrofuran-3-yl nitrate [N+](=O)(O[C@@H]1[C@H](O[C@H]([C@@H]1O[Si](C)(C)C(C)(C)C)N1C(N=C(C=C1)NC(C1=CC=CC=C1)=O)=O)CO[Si](C)(C)C(C)(C)C)[O-]